tert-butyl rel-(3S,5R,E)-3,5-dihydroxy-7-(1-isopropyl-3-(p-tolyl)-1H-indol-2-yl)hept-6-enoate O[C@H](CC(=O)OC(C)(C)C)C[C@H](\C=C\C=1N(C2=CC=CC=C2C1C1=CC=C(C=C1)C)C(C)C)O |o1:1,11|